CCCCCCCCCCCCCCCCCCCCC(=O)OC[C@H](COP(=O)(O)OC[C@@H](C(=O)O)N)OC(=O)CCCCCCC/C=C\CCCCCCCCC 1-heneicosanoyl-2-(9Z-nonadecenoyl)-glycero-3-phosphoserine